N-(4-phenanthryl)-1-naphthylamine C1=CC=C(C=2C3=CC=CC=C3C=CC12)NC1=CC=CC2=CC=CC=C12